(6R,7aS)-6-(2,3-dichloro-6-hydroxyphenyl)-N-methyl-3-oxo-tetrahydro-1H-pyrrolo[1,2-c][1,3]oxazole-1-carboxamide ClC1=C(C(=CC=C1Cl)O)[C@H]1C[C@@H]2N(C(OC2C(=O)NC)=O)C1